methyl-ε-caprolactam CC1C(=O)NCCCC1